(R)-N-methyl-1-(4-(3-methylmorpholino)-7-(oxetan-3-ylsulfonyl)thieno[3,2-d]pyrimidin-2-yl)-1H-benzo[d]imidazol-2-amine CNC1=NC2=C(N1C=1N=C(C3=C(N1)C(=CS3)S(=O)(=O)C3COC3)N3[C@@H](COCC3)C)C=CC=C2